BrC1=NC=C2N1CCN(C2)CC2=CC=C(C=C2)OC 3-bromo-7-(4-methoxybenzyl)-5,6,7,8-tetrahydroimidazo[1,5-a]pyrazine